C(#N)C1=NC(=CC(=C1)C1=C(N=C(S1)NC(=O)N1CCS(CC1)=O)C1=CC(=CC=C1)C#N)C N-[5-(2-Cyano-6-methyl-4-pyridyl)-4-(3-cyanophenyl)thiazol-2-yl]-1-oxo-1,4-thiazinane-4-carboxamide